prop-2-enenitrile C(C=C)#N